C(C)(C)(C)N1N=C(C=C1NC1=C(C=CC(=N1)C[C@@]1(C[C@H](NCC1)C)C(=O)OC(C)(C)C)F)C tert-butyl (2R,4R)-4-((6-((1-(tert-butyl)-3-methyl-1H-pyrazol-5-yl) amino)-5-fluoropyridin-2-yl)methyl)-2-methylpiperidine-4-carboxylate